2,2-difluorocyclohexan-1-amine hydrochloride Cl.FC1(C(CCCC1)N)F